FC(C(=O)O)(CCCCCCCCCCCCCCCCC)F 2,2-difluorononadecanoic acid